OC1CCC(CC1)NC1=NC=CC(=N1)C1=NC=CC(=N1)O 2'-(((1s,4s)-4-hydroxycyclohexyl)amino)-[2,4'-bipyrimidin]-4-ol